C1(CCCCC1)CCC(=O)N1C[C@H]2CC[C@@H](C1)C2(O)CN2C=NC(=CC2=O)C2=C(C=CC=C2)F 3-(((1R,5S)-3-(3-cyclohexylpropionyl)-8-hydroxy-3-azabicyclo[3.2.1]oct-8-yl)methyl)-6-(2-fluorophenyl)pyrimidin-4(3H)-one